C(=O)(O)OC(=O)O.OCC(CO)(CO)CO pentaerythritol dicarbonate